C(C)(C)(C)C1N(CCC2=NN3C(C(CCC(C3)CNC(C)=O)(F)F)=C21)C(=O)OCC(C)(N2CCNCC2)C 2-methyl-2-(piperazin-1-yl)propan-1-ol tert-butyl-8-(acetamidomethyl)-11,11-difluoro-3,4,8,9,10,11-hexahydro-1H-pyrido[4',3':3,4]pyrazolo[1,5-a]azepine-2(7H)-carboxylate